O1CCOC12CCC(CC2)CN2C(N(C=1N=CN(C1C2=O)CC2CC2)C)=O 1-(1,4-dioxaspiro[4.5]decan-8-ylmethyl)-7-(cyclopropylmethyl)-3-methyl-1H-purine-2,6(3H,7H)-dione